FC1=C(C(=O)OC)C=C(C(=C1)N1CCN(CC1)C)F Methyl 2,5-difluoro-4-(4-methylpiperazin-1-yl)benzoate